9-(6'-chloro-[2,4'-bipyridyl]-2'-yl)-2-(pyridin-2-yl)-9H-carbazole ClC1=CC(=CC(=N1)N1C2=CC=CC=C2C=2C=CC(=CC12)C1=NC=CC=C1)C1=NC=CC=C1